CC1=CC2=C(N=CNC2)S1 6-methyl-3H,4H-thieno[2,3-d]pyrimidin